3-(benzyloxy)-6-(5-(4-phenylpiperazin-1-yl)pent-1-yn-1-yl)picolinic acid methyl ester COC(C1=NC(=CC=C1OCC1=CC=CC=C1)C#CCCCN1CCN(CC1)C1=CC=CC=C1)=O